nonadecane-2,9-diol CC(CCCCCCC(CCCCCCCCCC)O)O